The molecule is a bisbenzylisoquinoline alkaloid resulting from the formal oxidative dimerisation of 4-{[(1R)-6,7-dimethoxy-2-methyl-1,2,3,4-tetrahydroisoquinolin-1-yl]methyl}phenol by attachment of the phenolic oxygen of one molecule to the benzene ring of the second (ortho to the phenolic hydroxy group of the latter). It has a role as a plant metabolite. It is a tertiary amino compound, a member of phenols, an aromatic ether, a member of isoquinolines and a bisbenzylisoquinoline alkaloid. CN1CCC2=CC(=C(C=C2[C@H]1CC3=CC=C(C=C3)OC4=C(C=CC(=C4)C[C@@H]5C6=CC(=C(C=C6CCN5C)OC)OC)O)OC)OC